[4-(2-Tetrahydrofuran-3-yl-3H-imidazo[4,5-b]pyridin-7-yl)-1-piperidyl]-[4-(trifluoromethoxy)phenyl]methanone O1CC(CC1)C1=NC=2C(=NC=CC2C2CCN(CC2)C(=O)C2=CC=C(C=C2)OC(F)(F)F)N1